FC1=C(C=CC=C1C[C@@H]1N(CC2(CC2)[C@@H]1NS(=O)(=O)C)C(=O)NC[C@@H](C)OC)C1=CC=CC=C1 (6S,7S)-6-((2-fluoro-[1,1'-biphenyl]-3-yl)methyl)-N-((R)-2-methoxypropyl)-7-(methylsulfonamido)-5-azaspiro[2.4]heptane-5-carboxamide